C1=CN(C=2C=CC3=C(C12)C=CC=C3)C(=O)N benzo[e]indole-3-carboxamide